(2-(2-oxa-5-azaspiro[3.4]oct-7-en-8-yl)thieno[2,3-b]pyridin-4-yl)benzo[d]-thiazol-5-amine C1OCC12NCC=C2C2=CC=1C(=NC=CC1C=1SC3=C(N1)C=C(C=C3)N)S2